2-Methoxyterephthalic acid COC1=C(C(=O)O)C=CC(=C1)C(=O)O